C(C)(C)(C)OC(=O)N1C(=C(C2=CC(=CC=C12)C=1CCN(CC1)C(=O)OC(C)(C)C)C(C)C)C1=CC(=C(C=C1)OC)OC.COCCN(CCC[Si](OC)(OC)OC)CCOC {3-[di(methoxyethyl)amino]propyl}trimethoxysilane tert-butyl-5-(1-(tert-butoxycarbonyl)-1,2,3,6-tetrahydropyridin-4-yl)-2-(3,4-dimethoxyphenyl)-3-isopropyl-1H-indole-1-carboxylate